NC1=NC2=C(N=CN2[C@H]2C[C@H](O)[C@@H](CO)O2)C(=S)N1 β-2'-deoxythioguanosine